FC1=C(C=CC=2C(C3=C(SCC21)C=CC=C3)O)F 7,8-Difluoro-6,11-dihydrodibenzo[b,e]thiepin-11-ol